[Si](C)(C)(C(C)(C)C)OCC1=[N+](C=C(C(=C1)C(=O)N1C(CN(CC1)[C@H](C(=O)NC1=NC=C(N=C1)OC1=C(C=C(C=C1)F)F)C)(C)C)Cl)[O-] (S)-2-((tert-butyldimethylsilyloxy)methyl)-5-chloro-4-(4-(1-(5-(2,4-difluorophenoxy)pyrazin-2-ylamino)-1-oxopropan-2-yl)-2,2-dimethylpiperazine-1-carbonyl)pyridine 1-oxide